6-chloro-5-(6-(dimethylamino)-2-methoxypyridin-3-yl)-N-(2-methoxyethoxy)-1H-indole-3-carboxamide ClC1=C(C=C2C(=CNC2=C1)C(=O)NOCCOC)C=1C(=NC(=CC1)N(C)C)OC